methyl (R)-2-(2,2,7-trifluoro-3-oxo-6-(perfluorophenyl)-2,3-dihydro-4H-benzo[b][1,4]oxazin-4-yl)butanoate FC1(C(N(C2=C(O1)C=C(C(=C2)C2=C(C(=C(C(=C2F)F)F)F)F)F)[C@@H](C(=O)OC)CC)=O)F